C(CCC)C1(C2=CC=CC=C2C=2C=CC=C(C12)CC)CCCC 9,9-dibutylEthyl-fluorene